7-((2S,5R)-5-ethyl-4-(1-(2-fluoro-4-(trifluoromethyl)phenyl)ethyl)-2-methylpiperazin-1-yl)-4-methyl-2,4-dihydro-5H-pyrazolo[4,3-b]pyridin-5-one C(C)[C@H]1N(C[C@@H](N(C1)C=1C=2C(N(C(C1)=O)C)=CNN2)C)C(C)C2=C(C=C(C=C2)C(F)(F)F)F